ClC1=C(C=CC(=C1)B1OC(C(O1)(C)C)(C)C)CC(=O)OC methyl 2-(2-chloro-4-(4,4,5,5-tetramethyl-1,3,2-dioxaborolan-2-yl)phenyl)acetate